diethyl 3-aminocyclopentane-1,1-dicarboxylate NC1CC(CC1)(C(=O)OCC)C(=O)OCC